(R)-1-(4-bromothiophen-3-yl)-N-(8,9-difluoro-6-oxo-1,4,5,6-tetrahydro-2H-pyrano[3,4-c]isoquinolin-1-yl)-N-methylazetidine-3-carboxamide BrC=1C(=CSC1)N1CC(C1)C(=O)N(C)[C@H]1COCC=2NC(C=3C=C(C(=CC3C21)F)F)=O